O1NC(C2=C1C(NC(C2([2H])[2H])([2H])[2H])([2H])[2H])=O 4,5,6,7-tetrahydroisoxazolo(5,4-c)pyridin-3(2H)-one-4,4,5,5,7,7-d6